(R)-N-(7-fluoro-2-methylimidazo[1,2-a]pyridin-6-yl)-4-(3-(methoxymethyl)piperazin-1-yl)-2,3-dihydro-1H-pyrrolo[2,3-b]pyridine-1-carboxamide diformate C(=O)O.C(=O)O.FC1=CC=2N(C=C1NC(=O)N1CCC=3C1=NC=CC3N3C[C@@H](NCC3)COC)C=C(N2)C